CC=1C(=C(C=2CC3=CC=CC=C3C2C1)C1=C(C2=C(OC3=C2C=CC=C3)C=C1)C1=C(C(=C(C=C1)C1=CC=CC=C1)C1=C(C(=CC=3C2=CC=CC=C2CC13)C)C)C1=NN=NC=C1)C (dimethylfluorenyl)[(phenyl)(dimethylfluorenyl)triazinylphenyl]dibenzofuran